3,5-bis(trifluoromethyl)phenyl-dimethyl-chlorosilane FC(C=1C=C(C=C(C1)C(F)(F)F)[Si](Cl)(C)C)(F)F